CO[C@@H]1[C@H](COC1)N1C(=CC2=C1N=C(N=C2)S(=O)(=O)C)C#N 7-((3s,4r)-4-methoxytetrahydrofuran-3-yl)-2-(methylsulfonyl)-7H-pyrrolo[2,3-d]pyrimidine-6-carbonitrile